C(#N)C(C(=O)[O-])=NO.[K+] potassium 2-cyano-2-(hydroxyimino)-acetate